6-[2-(7-ethoxy-2,3-dihydro-benzo[1,4]dioxin-6-yl)-ethylamino]-pyrimidin C(C)OC=1C(=CC2=C(OCCO2)C1)CCNC1=CC=NC=N1